OC1=NC(=CC(=N1)O)O 2,4,6-trihydroxypyrimidine